2-(2,6-difluorophenyl)-2H-1,2,3-triazole-4-amine FC1=C(C(=CC=C1)F)N1N=CC(=N1)N